OC[C@H](C1=CC=CC=C1)NC1=CC(=NC=C1C1=NC(=NO1)N1CCOCC1)NC1=NC=C2C(=N1)N(NC2=O)C (S)-6-((4-((2-hydroxy-1-phenylethyl)amino)-5-(3-morpholino-1,2,4-oxadiazol-5-yl)pyridin-2-yl)amino)-1-methyl-1,2-dihydro-3H-pyrazolo[3,4-d]pyrimidin-3-one